Methyl 2-(4-(4-(tert-butoxycarbonyl)-6-((4-cyano-2-fluorobenzyl)oxy)pyridin-2-yl)-2-fluorobenzyl)-1-(2-methoxyethyl)-1H-benzo[d]imidazole-6-carboxylate C(C)(C)(C)OC(=O)C1=CC(=NC(=C1)OCC1=C(C=C(C=C1)C#N)F)C1=CC(=C(CC2=NC3=C(N2CCOC)C=C(C=C3)C(=O)OC)C=C1)F